S1C=NC2=C1CCCC2 4,5,6,7-tetrahydrobenzo[d]Thiazole